ClC=1N=C(C2=C(N1)N(C=C2)[C@H]2[C@@H]([C@@H]([C@H](C2)C=2C=NNC2)O)O)NC (1R,2S,3R,5R)-3-[2-chloro-4-(methylamino)pyrrolo[2,3-d]pyrimidin-7-yl]-5-(1H-pyrazol-4-yl)cyclopentane-1,2-diol